ethyl 3-(2-methoxyphenyl)-oxirancarboxylate COC1=C(C=CC=C1)C1C(O1)C(=O)OCC